CC1(CC2CNCC1NC2)C 9,9-dimethyl-3,6-diazabicyclo[3.2.2]nonane